5-methoxy-4-methyl-2-(2-(pyridin-3-yl)-2H-indazol-5-yl)-2,4-dihydro-3H-1,2,4-triazol-3-one COC=1N(C(N(N1)C1=CC2=CN(N=C2C=C1)C=1C=NC=CC1)=O)C